C(C=C)(=O)NC1=CC=NC2=CC=C(C=C12)C1=NC=CC(=N1)C(=O)O 2-[4-(prop-2-enoylamino)-6-quinolyl]pyrimidine-4-carboxylic acid